C(#N)C=1C(=NC(=C(C1CC)C#N)N1CC(C1)CO)SC(C(=O)N)C1=CC=CC=C1 2-((3,5-dicyano-4-ethyl-6-(3-(hydroxymethyl)azetidin-1-yl)pyridin-2-yl)sulfanyl)-2-phenylacetamide